(4-chlorophenyl)(phenylmethyl)piperazine ClC1=CC=C(C=C1)C1N(CCNC1)CC1=CC=CC=C1